γ-mercaptopropyl-Trimethoxysilane SCCC[Si](OC)(OC)OC